(2R,6R)-4-((R)-1-(5-fluoro-2-methylpyrimidin-4-yl)-3-methoxypropyl)-1-isobutyryl-6-methyl-N-(4-(pyrimidin-2-yl)benzyl)piperazine-2-carboxamide FC=1C(=NC(=NC1)C)[C@@H](CCOC)N1C[C@@H](N([C@@H](C1)C)C(C(C)C)=O)C(=O)NCC1=CC=C(C=C1)C1=NC=CC=N1